CCCCCCCCCC1=CC=C(C=C1)OCCOCCOCCOCCOCCOCCOCCOCCOCCO The molecule is a tergitol polymer consisting of nonylbenzene with a nine-membered poly(ethylene glycol) moiety attached at position 4. It has a role as a nonionic surfactant and a contraceptive drug.